ClC=1C=C(C=CC1Cl)NC(=O)N1CCN(CC1)C1=NC=CC(=N1)N1CCC(CC1)C1=CC=CC=C1 N-(3,4-dichlorophenyl)-4-(4-(4-phenylpiperidin-1-yl)pyrimidin-2-yl)piperazine-1-carboxamide